C1(CC1)C=1C=NN2C1N=C(C=C2NC2=CC(=CC=C2)F)NC[C@@H]2C[C@H](CNC2)O (3R,5R)-5-(((3-cyclopropyl-7-((3-fluorophenyl)amino)pyrazolo[1,5-a]pyrimidin-5-yl)amino)methyl)piperidin-3-ol